FC=1C=C2COC3(CCN(CC3)CCCCCC3=C4CN(C(C4=CC=C3)=O)C3C(NC(CC3)=O)=O)C2=CC1 3-(4-(5-(5-fluoro-3H-spiro[isobenzofuran-1,4'-piperidine]-1'-yl)pentyl)-1-oxoisoindolin-2-yl)piperidine-2,6-dione